(4-((2-chloro-6-fluoro-1H-benzo[d]imidazol-1-yl)methyl)benzyl)pyrrolidin-2-one ClC1=NC2=C(N1CC1=CC=C(CN3C(CCC3)=O)C=C1)C=C(C=C2)F